(cis)-benzyl 3,3-difluoro-5-formylhexahydrocyclopenta[b]-pyrrole-1(2H)-carboxylate FC1(C2C(N(C1)C(=O)OCC1=CC=CC=C1)CC(C2)C=O)F